(Z)-2-(2,6-dioxopiperidin-3-yl)-5-(5-(1-(2-(4-(1-(4-hydroxyphenyl)-2-phenylbut-1-en-1-yl)phenoxy)ethyl)piperidin-4-yl)-2,5-diazabicyclo[2.2.1]heptan-2-yl)isoindoline-1,3-dione O=C1NC(CCC1N1C(C2=CC=C(C=C2C1=O)N1C2CN(C(C1)C2)C2CCN(CC2)CCOC2=CC=C(C=C2)\C(=C(\CC)/C2=CC=CC=C2)\C2=CC=C(C=C2)O)=O)=O